ClC1=CC(=C(C=C1)[C@@H]1OC2=C(C=CC=C2C=C1)C1CCN(CC1)CC1=NC2=C(C=NC(=C2)C2=NOC(N2)=O)N1C[C@H]1OCC1)F 3-(2-((4-((R)-2-(4-chloro-2-fluorophenyl)-2H-chromen-8-yl)piperidin-1-yl)methyl)-3-(((S)-oxetan-2-yl)methyl)-3H-imidazo[4,5-c]pyridin-6-yl)-1,2,4-oxadiazol-5(4H)-one